N1=NC=NC=C1C(=O)[O-] [1,2,4]triazin-6-carboxylate